ClC=1C(=C(C=CC1)CN1C(CCC1=O)CC(=O)NS(=O)(=O)C)F 2-[1-[(3-chloro-2-fluorophenyl)methyl]-5-oxopyrrolidin-2-yl]-N-methylsulfonylacetamid